[C@H](C)(CC)N1N=CC=2N=C(N=C(C21)NC(CO)C=2C=NC1=CC=CC=C1C2)N2CCN(CC2)C(C)=O 1-{4-[1-((S)-sec-Butyl)-7-(2-hydroxy-1-quinolin-3-yl-ethylamino)-1H-pyrazolo[4,3-d]pyrimidin-5-yl]-piperazin-1-yl}-ethanon